FC1=CC=C(C=C1)NC=CC1=C(C(=NO1)C1=C(C=CC=C1)Cl)C#N 5-[2-(4-fluorophenylamino)ethenyl]-4-cyano-3-(2-chlorophenyl)isoxazole